2-(azetidin-3-ylmethyl)-5-((2,3-dichlorophenyl)thio)pyrazine-2,6-diamine N1CC(C1)CC1(NC(=C(N=C1)SC1=C(C(=CC=C1)Cl)Cl)N)N